potassium 2,2-difluoropropionate FC(C(=O)[O-])(C)F.[K+]